NC1=CC=C(C=N1)C#CC1=CC=C2CN(C(C2=C1)=O)[C@@H](C(=O)NC=1SC=CN1)C=1C2=C(NN1)CCC2 |r| (2RS)-2-[6-[2-(6-Amino-3-pyridyl)ethynyl]-1-oxo-isoindolin-2-yl]-2-(1,4,5,6-tetrahydrocyclopenta[c]pyrazol-3-yl)-N-thiazol-2-yl-acetamide